Disodium (2R)-2-{[(carboxylatomethyl) (methyl)carbamoyl]amino}-3-{[(2E)-3,7,11,15-tetramethylhexadec-2-en-1-yl]sulfanyl}propanoate C(=O)([O-])CN(C(=O)N[C@H](C(=O)[O-])CSC\C=C(\CCCC(CCCC(CCCC(C)C)C)C)/C)C.[Na+].[Na+]